CN1CCC[C@@H]1C1C=CC=NC=1 (R)-(+)-nicotine